trans-(2E)-4-(dimethylamino)-N-[3-[(6-(3-chloro-4-hydroxyphenyl)-1H-indazol-4-yl)oxy]cyclobutyl]but-2-enamine CN(C/C=C/CN[C@@H]1C[C@H](C1)OC1=C2C=NNC2=CC(=C1)C1=CC(=C(C=C1)O)Cl)C